P(=O)([O-])([O-])[O-].[Na+].[Na+].[Na+] TriSodium Phosphate